C1(=CC=CC=C1)S(=O)(=O)C1=CC=C(C=C1)N1C=2C=CC=CC2C2(C3=CC=CC=C3C=3C=CC=CC23)C2=CC=CC=C12 10-(4-(phenylsulfonyl)phenyl)-10H-spiro[acridine-9,9'-fluorene]